N1=CN=C(C=C1)N1N=CC2=CC(=CC=C12)C(=O)O 1-(pyrimidin-4-yl)indazole-5-carboxylic acid